P(OC(CCCCCC)C)(OCC(CCCC)CC)[O-] (1-methylheptyl) (2-ethylhexyl) phosphite